N-(2-dimethylaminoethyl)acrylamide tert-butyl-(1-(3,6-dimethoxy-5-methylpyridin-2-yl)butan-2-yl)carbamate C(C)(C)(C)N(C(O)=O)C(CC1=NC(=C(C=C1OC)C)OC)CC.CN(CCNC(C=C)=O)C